di(2-fluorophenyl) (2-fluorocyclohexyl)phosphonate FC1C(CCCC1)P(OC1=C(C=CC=C1)F)(OC1=C(C=CC=C1)F)=O